phenyl salicylat C(C=1C(O)=CC=CC1)(=O)OC1=CC=CC=C1